OC1=C(C=C(C=C1)CCOC(C(=C)C)=O)N1N=C2C(=N1)C=CC=C2 2-(2'-hydroxy-5'-methacryloxyethyl-phenyl)-2H-benzotriazole